BrC1=C(C=C2C(=NC(=NC2=C1F)OC[C@H]1N(CCC1)C)N1CC2CCC(C1)N2C(=O)OC(C)(C)C)I tert-butyl 3-[7-bromo-8-fluoro-6-iodo-2-[[(2S)-1-methylpyrrolidin-2-yl]methoxy]quinazolin-4-yl]-3,8-diazabicyclo[3.2.1]octane-8-carboxylate